(R)-4,4,4-trifluoro-N-phenyl-3-(phenylamino)butanamide FC([C@@H](CC(=O)NC1=CC=CC=C1)NC1=CC=CC=C1)(F)F